hydroxycyclohexyl-phenyl-copper OC1=C(C=CC=C1)[Cu]C1CCCCC1